p-bromoiodobenzene C1=CC(=CC=C1Br)I